hydroxycitrate sodium salt [Na+].OC(C(=O)[O-])C(O)(C(=O)[O-])CC(=O)[O-].[Na+].[Na+]